9-[6-[2-cyano-3-[[ethyl(methyl)sulfamoyl]amino]-6-fluoro-phenoxy]-4-oxo-quinazolin-3-yl]-3-[4-[4-[(2,6-dioxo-3-piperidyl)amino]-2-fluoro-phenyl]cyclohexyl]-3-azaspiro[5.5]undecane C(#N)C1=C(OC=2C=C3C(N(C=NC3=CC2)C2CCC3(CCN(CC3)C3CCC(CC3)C3=C(C=C(C=C3)NC3C(NC(CC3)=O)=O)F)CC2)=O)C(=CC=C1NS(N(C)CC)(=O)=O)F